3-(1-((benzyloxy)carbonyl)-4-methylpiperidin-4-yl)-3,6-diazabicyclo[3.1.1]heptane-6-carboxylic acid tert-butyl ester C(C)(C)(C)OC(=O)N1C2CN(CC1C2)C2(CCN(CC2)C(=O)OCC2=CC=CC=C2)C